2-[[2-[(2R)-1-[(2,3-difluorophenyl)methyl]-5-oxopyrrolidin-2-yl]acetyl]amino]-3-methylpentanecarboxylic acid FC1=C(C=CC=C1F)CN1[C@H](CCC1=O)CC(=O)NC(CC(=O)O)C(CC)C